(2-Methoxyethyl)Pyrazole COCCC1=NNC=C1